CN1N=NC(=C1NC(O[C@H](C)C=1C(=NC=CC1)Cl)=O)C1=NC=C(C=C1)NC(=O)C1CC12CC2 (R)-1-(2-chloropyridin-3-yl)ethyl (1-methyl-4-(5-(spiro[2.2]pentane-1-carboxamido) pyridin-2-yl)-1H-1,2,3-triazol-5-yl)carbamate